hexane terephthalate C(C1=CC=C(C(=O)O)C=C1)(=O)O.CCCCCC